2-((4-((S)-2-(5-CHLORoPYRIDIN-2-YL)-2-METHYLBENZO[D][1,3]DIOXOL-4-YL)PIPERIDIN-1-YL)METHYL)-1-(((S)-OXETAN-2-YL)METHYL)-1H-BENZO[D]IMIDAZOL ClC=1C=CC(=NC1)[C@@]1(OC2=C(O1)C=CC=C2C2CCN(CC2)CC2=NC1=C(N2C[C@H]2OCC2)C=CC=C1)C